6-acryloyl-L-lysine C(C=C)(=O)C(CCC[C@H](N)C(=O)O)N